1-((3,3-difluorocyclobutyl)methyl)-1H-1,2,3-triazole-5-carboxylic acid FC1(CC(C1)CN1N=NC=C1C(=O)O)F